5-[6-(cyclobutoxymethyl)-3-(1H-imidazol-4-yl)imidazo[1,2-a]pyrimidin-2-yl]-3-(trifluoromethyl)-1H-1,2,4-triazole C1(CCC1)OCC=1C=NC=2N(C1)C(=C(N2)C2=NC(=NN2)C(F)(F)F)C=2N=CNC2